FC1=CC=C(C=C1)[C@H](C)NC1=NC(=CC(=N1)NC1=NC=CN=C1)N1CCCC1 (S)-N2-[1-(4-fluorophenyl)ethyl]-N4-(pyrazin-2-yl)-6-(pyrrolidin-1-yl)pyrimidine-2,4-diamine